COC=1C=C2/C(/NC(C2=CC1)=O)=C/OC1=CC=CC=C1 (Z)-5-methoxy-3-(phenoxymethylene)isoindolin-1-one